COC1=CC=C(C=C1)CCC(=O)N(C)C 3-(4-methoxyphenyl)-N,N-dimethylpropionamide